CS(=O)(=O)C1CN(CC1)N1C=NC=2C1=C1C(=NC2)N(C=C1)S(=O)(=O)CC1=CC=CC=C1 1-(3-(methylsulfonyl)pyrrolidin-1-yl)-6-toluenesulfonyl-1,6-dihydroimidazo[4,5-d]pyrrolo[2,3-b]pyridine